N1=NC(=NC=C1)N[C@@H]1C[C@H](CC1)NC(OC(C)(C)C)=O tert-Butyl ((1S,3S)-3-((1,2,4-triazin-3-yl)amino)cyclopentyl)carbamate